C(C)N1N=C2N=C(C=NC2=C1)N[C@@H](C)C=1C=C(C=CC1)NC(C1=CC(=C(C=C1)CN1CCCC1)C(F)(F)F)=O (S)-N-(3-(1-((2-ethyl-2H-pyrazolo[3,4-b]pyrazin-6-yl)amino)ethyl)phenyl)-4-(pyrrolidin-1-ylmethyl)-3-(trifluoromethyl)benzamide